C(C)(C)(C)OC(=O)N1C[C@@H](NCC1)C(C)=CC(=O)OC (3S)-3-(2-methoxy-2-oxoethylideneethyl)piperazine-1-carboxylic acid tert-butyl ester